methyl 3-amino-5-(2-fluoro-6-methyl-phenyl)isoquinoline-7-carboxylate NC=1N=CC2=CC(=CC(=C2C1)C1=C(C=CC=C1C)F)C(=O)OC